ClC1=NSC=2C1=NC(=CC2C(C(=O)OCC)C#N)N2[C@@H](COCC2)C ethyl 2-{3-chloro-5-[(3R)-3-methylmorpholin-4-yl]-[1,2]thiazolo[4,5-b]pyridin-7-yl}-2-cyanoacetate